ClC=1C=C2C(=CNC2=CC1)NC(=O)NC1=CC=C(C=C1)CC=1C=NC=CC1 1-(5-chloro-1H-indol-3-yl)-3-(4-(pyridin-3-ylmethyl)phenyl)urea